(R)-1-phenylpropan-2-yl methanesulfonate CS(=O)(=O)O[C@@H](CC1=CC=CC=C1)C